C1(CC1)NC(CNS(=O)(=O)C1=C(C=CC(=C1)OC1=C(C=C(C=C1Cl)N1N=C(C(NC1=O)=O)C(F)F)Cl)O)=O N-cyclopropyl-2-((5-(2,6-dichloro-4-(6-(difluoromethyl)-3,5-dioxo-4,5-dihydro-1,2,4-triazin-2(3H)-yl)phenoxy)-2-hydroxyphenyl)sulfonamido)acetamide